ClC1=C(C=C(NC2(CC2)OC)C=C1)[N+](=O)[O-] 4-Chloro-N-(1-methoxycyclopropyl)-3-nitroaniline